O=C1NC(CCC1N1C(OC2=C1C=CC=C2S(=O)(=O)F)=O)=O 3-(2,6-dioxopiperidin-3-yl)-2-oxo-2,3-dihydrobenzo[d]oxazole-7-sulfonyl fluoride